isocyanatopropyl-dimethoxysilane monostearyl-succinate C(CCCCCCCCCCCCCCCCC)OC(CCC(=O)O)=O.N(=C=O)CCC[SiH](OC)OC